tert-Butyl 4-(5-acetylpyrimidin-2-yl)piperazine-1-carboxylate C(C)(=O)C=1C=NC(=NC1)N1CCN(CC1)C(=O)OC(C)(C)C